3-(4-(2-aminopyrazolo[1,5-a]pyrimidin-3-yl)-4-oxobutan-2-yl)-8-((1-methyl-1H-pyrazol-4-yl)ethynyl)-2-phenylisoquinolin-1(2H)-one NC1=NN2C(N=CC=C2)=C1C(CC(C)C=1N(C(C2=C(C=CC=C2C1)C#CC=1C=NN(C1)C)=O)C1=CC=CC=C1)=O